FC=1C=C(OC(CN(C)C)C)C=C(C1)F 2-(3,5-difluorophenoxy)-N,N-dimethylpropan-1-amine